3-Trifluoromethyl-5-methyl-1-pyrazolecarboxylic acid FC(C1=NN(C(=C1)C)C(=O)O)(F)F